NC1=NC(=CC(=C1)C(C)(C)O)C1=CN=C(S1)OC(C)C 2-(2-amino-6-(2-isopropoxythiazol-5-yl)pyridin-4-yl)propan-2-ol